6-[(6-aminopyrimidin-4-yl)amino]-8-chloro-3,3-dimethyl-2H-imidazo[1,5-a]pyridine-1,5-dione hydrogen chloride Cl.NC1=CC(=NC=N1)NC1=CC(=C2N(C1=O)C(NC2=O)(C)C)Cl